2-(4-(3,5-Bis(((pyridin-2-ylmethyl)(pyrimidin-5-ylmethyl)amino)methyl)phenoxy)butyl)isoindoline-1,3-dione N1=C(C=CC=C1)CN(CC=1C=NC=NC1)CC=1C=C(OCCCCN2C(C3=CC=CC=C3C2=O)=O)C=C(C1)CN(CC=1C=NC=NC1)CC1=NC=CC=C1